4-(3-(2,6-dimethylphenoxy)-1-methyl-2-oxo-1,2-dihydropyridin-4-yl)-6-methyl-N-(1-methylpiperidin-3-yl)-7-oxo-6,7-dihydro-1H-pyrrolo[2,3-c]pyridine-2-carboxamide CC1=C(OC=2C(N(C=CC2C=2C3=C(C(N(C2)C)=O)NC(=C3)C(=O)NC3CN(CCC3)C)C)=O)C(=CC=C1)C